mannitol pelargonate C(CCCCCCCC)(=O)O.C([C@@H](O)[C@@H](O)[C@H](O)[C@H](O)CO)O